3-(methylthio)benzaldehyde CSC=1C=C(C=O)C=CC1